[Br-].C(C)N1CN(C=C1)C=C 3-ethyl-1-vinylimidazole bromide salt